3-AMINOPIPERIDIN NC1CNCCC1